7-bromo-5-(difluoromethyl)pyrido[4,3-b]indole BrC=1C=CC=2C3=C(N(C2C1)C(F)F)C=CN=C3